FC=1C(=C(C=C(C1)C)O)C=1C=2N(C(=NN1)N[C@H]1C[C@H](CCC1)O)C=CC2 3-fluoro-2-(4-{[(1r,3s)-3-hydroxycyclohexyl]amino}pyrrolo[1,2-d][1,2,4]triazin-1-yl)-5-methylphenol